glucopyranosyl-(1→2)-beta-D-glucuronic acid C1([C@H](O)[C@@H](O)[C@H](O)[C@H](O1)CO)O[C@H]1[C@H](O)O[C@@H]([C@H]([C@@H]1O)O)C(=O)O